OCCCNC(C1=CC=C(C=C1)NC1=CC=NC2=CC(=CC=C12)C(F)(F)F)=O N-(3-hydroxypropyl)-4-[(7-trifluoromethylquinolin-4-yl)amino]benzamide